N-(5-chloropyridin-2-yl)-N-({5-[5-(difluoromethyl)-1,3,4-oxadiazol-2-yl]-1,3-thiazol-2-yl}methyl)propane-1-sulfonamide ClC=1C=CC(=NC1)N(S(=O)(=O)CCC)CC=1SC(=CN1)C=1OC(=NN1)C(F)F